4-(4-amino-1-(5-((2-aminophenyl)amino)-5-oxopentyl)-1H-pyrazolo[3,4-d]pyrimidin-3-yl)-N-(4-(trifluoromethyl)pyridin-2-yl)benzamide NC1=C2C(=NC=N1)N(N=C2C2=CC=C(C(=O)NC1=NC=CC(=C1)C(F)(F)F)C=C2)CCCCC(=O)NC2=C(C=CC=C2)N